4-(2-(azetidin-3-yl)-4-(trifluoromethyl)thiazol-5-yl)-5-fluoro-N-(1-(methylsulfonyl)piperidin-4-yl)pyrimidin-2-amine N1CC(C1)C=1SC(=C(N1)C(F)(F)F)C1=NC(=NC=C1F)NC1CCN(CC1)S(=O)(=O)C